NC1C(N(C2=C(C(C1)(F)F)C=C(C(=C2)C=2OC(=NN2)C(C(F)(F)F)(OC)F)F)CC2=CC=C(C=C2)OC(F)(F)F)=O 3-amino-5,5,7-trifluoro-8-[5-(1,2,2,2-tetrafluoro-1-methoxy-ethyl)-1,3,4-oxadiazol-2-yl]-1-[[4-(trifluoromethoxy)phenyl]methyl]-3,4-dihydro-1-benzazepin-2-one